(S)-3-(4-(1H-pyrazol-4-yl)phenyl)-8-(2-hydroxypropionyl)-1-(3-methoxybenzyl)-1,3,8-triazaspiro[4.5]decan-2-one N1N=CC(=C1)C1=CC=C(C=C1)N1C(N(C2(C1)CCN(CC2)C([C@H](C)O)=O)CC2=CC(=CC=C2)OC)=O